(R)-2-methyl-N-[(4S)-spiro[4,6-dihydrocyclopenta[d]thiazol-5,4'-piperidin]-4-yl]propane-2-Sulfinamide CC(C)(C)[S@@](=O)N[C@@H]1C=2N=CSC2CC12CCNCC2